1-((4,6-bis(((R)-1,1,1-trifluoroprop-2-yl)amino)-1,3,5-triazin-2-yl)ethynyl)cyclobutane FC([C@@H](C)NC1=NC(=NC(=N1)N[C@@H](C(F)(F)F)C)C#CC1CCC1)(F)F